NC1=C(C=C(C=N1)NC(C(=O)N1[C@H](CC[C@@H](C1)CC)C=1C=NNC1)=O)C N-(6-amino-5-methyl-3-pyridyl)-2-[(2R,5S)-5-ethyl-2-(1H-pyrazol-4-yl)-1-piperidyl]-2-oxo-acetamide